(benzyloxy)-2-nitronaphthalene C(C1=CC=CC=C1)OC1=C(C=CC2=CC=CC=C12)[N+](=O)[O-]